ClC=1C=C(C=CC1OC(F)(F)F)N(C(C#C[Si](C(C)C)(C(C)C)C(C)C)=O)C(C(=O)O)C(C)(C)C 2-(N-(3-chloro-4-(trifluoromethoxy)phenyl)-3-(triisopropylsilyl)propiolamido)-3,3-dimethylbutanoic acid